CN1N=CC(=C1)C=1C=CC=2N(C1)N=CC2N2CCN(CC2)C(=O)O[C@H](C)C2=CC(=CC=C2)F (1R)-1-(3-Fluorophenyl)ethyl 4-[6-(1-methyl-1H-pyrazol-4-yl)pyrazolo[1,5-a]pyridin-3-yl]piperazine-1-carboxylate